NC=1N(C(C=2C=C(C=NC2C1C#N)OC(C)C)=O)C1=C(C(=CC=C1C)O)C 7-amino-6-(3-hydroxy-2,6-dimethylphenyl)-3-isopropoxy-5-oxo-5,6-dihydro-1,6-naphthyridine-8-carbonitrile